(2r,3r,4r)-2-(6-(3-bromobenzylamino)-2-chloro-9H-purin-9-yl)tetrahydrofuran-3,4-diol BrC=1C=C(CNC2=C3N=CN(C3=NC(=N2)Cl)[C@@H]2OC[C@H]([C@H]2O)O)C=CC1